ClC=1N=C2C(=C(C(N(C2=CC1)C)=O)C#N)N1CC(C(CC1)NC1=C(C=C(C=C1)Cl)O)C 6-chloro-4-[4-(4-chloro-2-hydroxy-anilino)-3-methyl-1-piperidinyl]-1-methyl-2-oxo-1,5-naphthyridine-3-carbonitrile